C(C1=CC=CC=C1)OC=1C=NC(=NC1)N1CCC(CC1)NC(OC(C)(C)C)=O tert-butyl (1-(5-(benzyloxy)pyrimidin-2-yl)piperidin-4-yl)carbamate